(2R,5S)-4-(2-formyl-5-methyl-6-oxo-5,6-dihydroimidazo[1,2-b]pyridazin-8-yl)-2,5-dimethylpiperazine-1-carboxylic acid tert-butyl ester C(C)(C)(C)OC(=O)N1[C@@H](CN([C@H](C1)C)C=1C=2N(N(C(C1)=O)C)C=C(N2)C=O)C